1-(4-Cyclohexylphenyl)-5,7-difluoro-1H-indazol-6-ol C1(CCCCC1)C1=CC=C(C=C1)N1N=CC2=CC(=C(C(=C12)F)O)F